C(#N)[C@@](CN1N=CC(=C1)C#N)(C)[C@H]1CC[C@H]2[C@@H]3CC[C@@H]4C[C@](CC[C@@H]4[C@H]3CC[C@]12C)(C)O 1-((S)-2-cyano-2-((3R,5R,8R,9R,10S,13S,14S,17S)-3-hydroxy-3,13-dimethylhexadecahydro-1H-cyclopenta[a]phenanthren-17-yl)propyl)-1H-pyrazole-4-carbonitrile